CN(CCC(=O)C1=CC(=CC=C1)F)C 3-(dimethylamino)-1-(3-fluorophenyl)propan-1-one